N1C=NC(=C1)C1=CN=C2C(N(C(=NN21)C=2C=NN(C2)CCN(C(=O)C2CC2)C)C(C)C)=O N-(2-(4-(7-(1H-imidazol-4-yl)-3-isopropyl-4-oxo-3,4-dihydroimidazo[2,1-f][1,2,4]triazin-2-yl)-1H-pyrazol-1-yl)ethyl)-N-methylcyclopropanecarboxamide